C(C1=CC=CC=C1)OC1=C(N2C(C3=CC(=CC=C13)C=1C=NN(C1)C1=CC=CC=C1)=NC=N2)C(=O)NCC(=O)OCC ethyl (6-(benzyloxy)-9-(1-phenyl-1H-pyrazol-4-yl)-[1,2,4]triazolo[5,1-a]isoquinoline-5-carbonyl)glycinate